2-(7-Chloroimidazo[1,2-a]pyridine-2-carbonyl)-N-(1-methyl-1H-pyrazol-3-yl)hydrazine-1-carbothioamide ClC1=CC=2N(C=C1)C=C(N2)C(=O)NNC(NC2=NN(C=C2)C)=S